CC1CCN(CC1)C=1C=C(C=CC1)NS(=O)(=O)C=1C=NC(=CC1)S(=O)(=O)C N-(3-(4-methylpiperidin-1-yl)phenyl)-6-(methylsulfonyl)pyridine-3-sulfonamide